octanyl acetate C(C)(=O)OCCCCCCCC